5-(dimethylamino)-2-(2,6-dioxopiperidin-3-yl)isoindoline-1,3-dione CN(C=1C=C2C(N(C(C2=CC1)=O)C1C(NC(CC1)=O)=O)=O)C